CSC[C@@H](CC)O (R)-1-(methylthio)butan-2-ol